ethyl (S)-2-(1-amino-2-methylpropyl)-5-chloronicotinate N[C@@H](C(C)C)C1=C(C(=O)OCC)C=C(C=N1)Cl